[Si](C)(C)(C(C)(C)C)OCC1CCC(O1)=O 5-(((tert-butyldimethylsilyl)oxy)methyl)dihydrofuran-2(3H)-one